CC(C)(C(C)(C1=CC=C(C=C1)Cl)C)C1=CC=C(C=C1)Cl 2,3-dimethyl-2,3-bis(p-chlorophenyl)butane